C(C)(C)(C)OC(NCC#CC1=CC=C(C=C1)[C@H](C1=CC=CC=C1)C1CCN(CC1)C(=O)N1C[C@@H]2[C@@H](OCC(N2)=O)CC1)=O |&1:16| N-[3-[4-[(SR)-[1-[(4aR,8aS)-3-oxo-4,4a,5,7,8,8a-hexahydropyrido[4,3-b][1,4]oxazine-6-carbonyl]-4-piperidinyl]-phenyl-methyl]phenyl]prop-2-ynyl]carbamic acid tert-butyl ester